CNCC(CC1=CC=CC=C1)N N1-methyl-3-phenylpropane-1,2-diamine